(E)-4-(but-3-en-2-yl)-3-(4-hydroxy-3-methoxystyryl)-5-methoxyphenol CC(C=C)C1=C(C=C(C=C1OC)O)\C=C\C1=CC(=C(C=C1)O)OC